5-{4-[3-(2-hydroxy-ethyl)-2-oxo-imidazolidin-1-yl]-phenyl}-7-phenyl-3,7-dihydro-pyrrolo[2,3-d]pyrimidin-4-one OCCN1C(N(CC1)C1=CC=C(C=C1)C1=CN(C=2N=CNC(C21)=O)C2=CC=CC=C2)=O